1-Oxaspiro[3.3]heptan-3-one O1CC(C12CCC2)=O